O[C@H]1[C@H](O)[C@@H](O)[C@H](O)[C@H](O1)C 6-deoxy-β-D-glucose